1-(2-(4,4-Difluoropiperidin-1-yl)-6-methylpyrimidin-4-yl)-2-nitroethan-1-ol FC1(CCN(CC1)C1=NC(=CC(=N1)C(C[N+](=O)[O-])O)C)F